4-methoxy-N-(2-phenyl-1-(phenylthio)hept-6-en-2-yl)aniline COC1=CC=C(NC(CSC2=CC=CC=C2)(CCCC=C)C2=CC=CC=C2)C=C1